benzyl 5-[4-(dibutoxymethyl)piperidin-1-yl]-5',6'-dihydro[2,3'-bipyridine]-1'(4'H)-carboxylate C(CCC)OC(C1CCN(CC1)C=1C=CC(=NC1)C1=CN(CCC1)C(=O)OCC1=CC=CC=C1)OCCCC